BrC=1C=C2C=C(C=NC2=CC1)[N+](=O)[O-] 6-Bromo-3-nitroquinolin